CC1=C(C=NO1)C(=O)OCCCC butyl 5-methylisoxazole-4-carboxylate